Ethyl 4-((4-bromo-2,6-difluorobenzyl) amino)-6,7-dimethoxyquinoline-3-carboxylate BrC1=CC(=C(CNC2=C(C=NC3=CC(=C(C=C23)OC)OC)C(=O)OCC)C(=C1)F)F